(3R,6R)-3,6-bis[(3-sulfanylpropoxy)methyl]-1,4-bis(3-sulfanylpropoxy)piperazine-2,5-dione SCCCOC[C@@H]1C(N([C@@H](C(N1OCCCS)=O)COCCCS)OCCCS)=O